2-methylcyclohexa-1,4-diene CC1=CCC=CC1